N-((1s,4s)-4-(3-fluoropropoxy)cyclohexyl)-5,6-dihydrobenzo[f]imidazo[1,5-d][1,4]oxazepine-10-carboxamide FCCCOC1CCC(CC1)NC(=O)C=1C=CC2=C(C=3N(CCO2)C=NC3)C1